C(C1=CC=CC=C1)(=O)C1CC(CN(C2=C1C=CC=C2)CC2=CC=CC=C2)C 5-benzoyl-1-benzyl-3-methyl-1,3,4,5-tetrahydro-2H-benzazepine